1,2-dibutylpyridinium acetate C(C)(=O)[O-].C(CCC)[N+]1=C(C=CC=C1)CCCC